C1=CC=CC2=CC3=CC=C(C=C3C=C12)[Si](C1=CC=CC=C1)(C1=CC=CC=C1)C1=CC=CC=C1 anthracen-7-yl-triphenylsilane